ClC1=C(C(=NN1C)C(F)F)C=O 5-CHLORO-3-(DIFLUOROMETHYL)-1-METHYL-1H-PYRAZOLE-4-CARBALDEHYDE